ethyl 2-{5'-fluoro-1'-methyl-3-[methyl(phenyl)amino]-[4,6'-biindazol]-1-yl}acetate FC=1C=C2C=NN(C2=CC1C=1C=2C(=NN(C2C=CC1)CC(=O)OCC)N(C1=CC=CC=C1)C)C